7-oxo-7H-benzo[c]fluorene-5-carbonitrile O=C1C=2C=CC=CC2C=2C3=C(C(=CC12)C#N)C=CC=C3